(1S,2S)-2-fluoro-N-[6-(2-{[6-(1-hydroxypropyl)-4-methylpyridin-3-yl]amino}pyridin-3-yl)pyrimidin-4-yl]cyclopropane-1-carboxamide F[C@@H]1[C@@H](C1)C(=O)NC1=NC=NC(=C1)C=1C(=NC=CC1)NC=1C=NC(=CC1C)C(CC)O